NC/C(/COC1=CC=C(C=C1)S(=O)(=O)COCC1(CCOCC1)C#N)=C\F (E)-4-((((4-((2-(aminomethyl)-3-fluoroallyl)oxy)phenyl)sulfonyl)methoxy)methyl)tetrahydro-2H-pyran-4-carbonitrile